C1(CCCCC1)C1CCCCC1 r-bi(cyclohexane)